C(C)(C)(C)OC(=O)NC(C(=O)O)CC(C)C 2-(tert-butoxycarbonylamino)-4-methylpentanoic acid